BrC1=CC(=CC=C1CC1=CC(=CC=C1)OC)OC 1-Bromo-3-methoxy-6-(3-methoxybenzyl)-benzene